C=CCCCCCCCCCCCCCCCC n-octadecen